C(C)[C@@]1(CC[C@@]2([C@H]3CC[C@@]4([C@H](CC[C@H]4[C@@H]3CC[C@H]2C1)[C@@H](CC[C@@H](CC#N)O)C)C)C)O (3S,6R)-6-((3S,5S,8R,9S,10S,13R,14S,17R)-3-ethyl-3-hydroxy-10,13-dimethylhexadecahydro-1H-cyclopenta[a]phenanthren-17-yl)-3-hydroxyheptanenitrile